methyl 4-(4-((benzyloxy)carbonyl)piperazin-1-yl)-1H-indole-2-carboxylate C(C1=CC=CC=C1)OC(=O)N1CCN(CC1)C1=C2C=C(NC2=CC=C1)C(=O)OC